alpha-methyl-4-nitrophenylacetyl chloride CC(C(=O)Cl)C1=CC=C(C=C1)[N+](=O)[O-]